p-methyl-N,N-dimethylaniline CC1=CC=C(N(C)C)C=C1